OC1=C(C=O)C(=CC=C1)OC[C@H]1N(CCC1)C(=O)C1=NC=CN=C1CCO (S)-2-hydroxy-6-((1-(3-(2-hydroxyethyl)pyrazine-2-carbonyl)pyrrolidin-2-yl)-methoxy)benzaldehyde